ε-Aminocaproic acid NCCCCCC(=O)O